tert-butyl 4-(3-cyano-5-fluoro-phenyl)piperazine-1-carboxylate C(#N)C=1C=C(C=C(C1)F)N1CCN(CC1)C(=O)OC(C)(C)C